N[C@H](CC(=O)O)[C@@H](C)O (3R,4R)-3-AMINO-4-HYDROXYPENTANOIC ACID